rac-(1S*,2S*)-N-(4-chloro-5-(trifluoromethyl)pyrimidin-2-yl)-2-(4-methylpyrimidin-2-yl)cyclopropane-1-carboxamide ClC1=NC(=NC=C1C(F)(F)F)NC(=O)[C@@H]1[C@H](C1)C1=NC=CC(=N1)C |r|